tert-butyl N-(5-acetylpyrimidin-2-yl)-N-tert-butoxycarbonyl-carbamate C(C)(=O)C=1C=NC(=NC1)N(C(OC(C)(C)C)=O)C(=O)OC(C)(C)C